BrC1=CC(=NC(=C1)F)N1N=C(C=C1C)C#N 1-(4-bromo-6-fluoro-2-pyridyl)-5-methyl-pyrazole-3-carbonitrile